O[C@H](CCC)C1=CC(=C(C=N1)C=1C(N(C2=CC(=NC=C2C1)NC(=O)C1CC1)CCO)=O)C (R)-N-(3-(6-(1-hydroxybutyl)-4-methylpyridin-3-yl)-1-(2-hydroxyethyl)-2-oxo-1,2-dihydro-1,6-naphthyridin-7-yl)cyclopropanecarboxamide